BrC=1C=CC2=C(C(=N[C@H](C=3N2C(=NN3)C)C)C3=NC=CC=C3F)C1Cl (4S)-8-bromo-7-chloro-6-(3-fluoro-2-pyridinyl)-1,4-dimethyl-4H-[1,2,4]Triazolo[4,3-a][1,4]Benzodiazepine